(2-hydroxy-5-trifluoromethyl-phenyl)(phenyl)-methanone OC1=C(C=C(C=C1)C(F)(F)F)C(=O)C1=CC=CC=C1